CN(C1(CCC2(CN(C(N2)=O)C=2C(=NC(=NC2)N2CCOCC2)C)CC1)C1=CC=C(C=C1)F)C cis-8-dimethylamino-8-(4-fluorophenyl)-3-(4-methyl-2-morpholin-4-yl-pyrimidin-5-yl)-1,3-diazaspiro[4.5]decan-2-one